2,4-Dimethylthiophen-3-amine CC=1SC=C(C1N)C